2-(2-(4-bromophenyl)-2-oxoethyl)-4H-benzo[d][1,3]oxathiin-4-one BrC1=CC=C(C=C1)C(CC1OC(C2=C(S1)C=CC=C2)=O)=O